2-(((3,3-dibutyl-5-(4-fluorophenyl)-7-methylthio-1,1-dioxido-2,3,4,5-tetrahydrobenzo[b][1,4]thiazepin-8-yl)methyl)amino)propanoic acid C(CCC)C1(CN(C2=C(S(C1)(=O)=O)C=C(C(=C2)SC)CNC(C(=O)O)C)C2=CC=C(C=C2)F)CCCC